C1(=CC=CC=C1)N1C=NC(=C1)NC=1C2=C(N=C(N1)N1C(CCC1)C1=CC=CC=C1)C=CO2 N-(1-phenyl-1H-imidazol-4-yl)-2-(2-phenylpyrrolidin-1-yl)furo[3,2-d]pyrimidin-4-amine